4-amino-8-(3,5-difluorophenyl)-N-propylisoquinoline-3-carboxamide NC1=C(N=CC2=C(C=CC=C12)C1=CC(=CC(=C1)F)F)C(=O)NCCC